ClC=1C=C(OC=2C=C(C=O)C=CC2)C=CC1 3-(3-chlorophenoxy)benzaldehyde